Cl.FC=1C=C(C=NC1N1CCNCC1)C1=NC=NC2=CC=C(C=C12)C1=CC(=NC=C1)N 4-(4-(5-fluoro-6-(piperazin-1-yl)pyridin-3-yl)quinazolin-6-yl)pyridin-2-amine hydrochloride